FC(C(C(C(=O)OCC)C)=O)F ethyl 4,4-difluoro-2-methyl-3-oxobutyrate